(2S,5R)-benzyl 2-(((tert-butyldiphenylsilyl)oxy)methyl)-5-(8-chloroimidazo[1,5-a]pyrazin-3-yl)piperidine-1-carboxylate [Si](C1=CC=CC=C1)(C1=CC=CC=C1)(C(C)(C)C)OC[C@H]1N(C[C@@H](CC1)C1=NC=C2N1C=CN=C2Cl)C(=O)OCC2=CC=CC=C2